C1OCC2C1CN(C2)C2=C(C=C1C(=N2)COC1)C(=O)NC=1C=C2C(=CC(NC2=C(C1)OC)=O)C 2-(1,3,3a,4,6,6a-hexahydrofuro[3,4-c]pyrrol-5-yl)-N-(8-methoxy-4-methyl-2-oxo-1H-quinolin-6-yl)-5,7-dihydrofuro[3,4-b]pyridine-3-carboxamide